N[C@@H]1C[C@H](CCC1)CNC1=NN(C(=C1)C1=CC(=C(C#N)C=C1)F)C1=CC=C(C=C1)C=1C=NN(C1)C 4-(3-((((1S,3S)-3-aminocyclohexyl)-methyl)amino)-1-(4-(1-methyl-1H-pyrazol-4-yl)phenyl)-1H-pyrazol-5-yl)-2-fluorobenzonitrile